benzyl ((1S,3R)-3-((S)-5-(3,5-difluorophenyl)-3-oxo-6,7-dihydro-3H-pyrrolo[2,1-c][1,2,4]triazol-2(5H)-yl)cyclobutyl)carbamate FC=1C=C(C=C(C1)F)[C@@H]1CCC2=NN(C(N21)=O)C2CC(C2)NC(OCC2=CC=CC=C2)=O